C(C)(C)N(C1=CC2=C(C(=N1)CNC)CN(C2=O)C2=NC(=CC=C2)C2=NN=CN2C2=C(C=CC=C2)OC)C 6-(isopropyl(methyl)amino)-2-(6-(4-(2-methoxyphenyl)-4H-1,2,4-triazol-3-yl)pyridin-2-yl)-4-((methylamino)methyl)-2,3-dihydro-1H-Pyrrolo[3,4-c]pyridin-1-one